C1(CCCCC1)N1N=NC(=C1)[C@@H]1[C@H]([C@H]([C@@H]([C@H](O1)CCP(O)(O)=O)O)O)O (2-((2R,3S,4S,5S,6R)-6-(1-cyclohexyl-1H-1,2,3-triazol-4-yl)-3,4,5-trihydroxytetrahydro-2H-pyran-2-yl)ethyl)phosphonic acid